dimethyl 4-((3S,4R)-1-((1r,3S)-3-((1-(tert-butoxycarbonyl)piperidin-4-yl)oxy)cyclobutyl)-3-fluoropiperidin-4-yl)phthalate C(C)(C)(C)OC(=O)N1CCC(CC1)OC1CC(C1)N1C[C@H]([C@H](CC1)C=1C=C(C(C(=O)OC)=CC1)C(=O)OC)F